FC([C@H](C1=CN(C2=CC(=C(C=C12)F)C1=C(C=C(C=C1)F)C(F)(F)F)CC(C)(C)C)N[S@@](=O)C(C)(C)C)F (S)-N-((S)-2,2-difluoro-1-(5-fluoro-6-(4-fluoro-2-(trifluoromethyl)phenyl)-1-neopentyl-1H-indol-3-yl)ethyl)-2-methylpropane-2-sulfinamide